2,4,6-tri(p-tolyl)tetrafluoropyridinium borate B([O-])([O-])[O-].C1(=CC=C(C=C1)C1[NH+]=C(C(C(C1(F)F)C1=CC=C(C=C1)C)(F)F)C1=CC=C(C=C1)C)C.C1(=CC=C(C=C1)C1[NH+]=C(C(C(C1(F)F)C1=CC=C(C=C1)C)(F)F)C1=CC=C(C=C1)C)C.C1(=CC=C(C=C1)C1[NH+]=C(C(C(C1(F)F)C1=CC=C(C=C1)C)(F)F)C1=CC=C(C=C1)C)C